[2-(6-Fluoro-4-methoxy-2-methyl-indol-1-yl)-ethyl]-{6-[4-(3-methyl-3H-imidazol-4-yl)-phenyl]-pyrimidin-4-yl}-amine FC1=CC(=C2C=C(N(C2=C1)CCNC1=NC=NC(=C1)C1=CC=C(C=C1)C=1N(C=NC1)C)C)OC